N-((S)-1-((3aS,6R,6aS)-6-methoxy-oxodihydro-2H-furo[3,2-b]pyrrol-4(5H,6H,6aH)-yl)-4-methyl-oxopentan-2-yl)-4-(2-(4-methylpiperazine-1-yl)thiazol-4-yl)benzamide CO[C@H]1[C@@H]2[C@@H](N(C1)C[C@H](CC(C=O)C)NC(C1=CC=C(C=C1)C=1N=C(SC1)N1CCN(CC1)C)=O)CC(O2)=O